NCC1=NNC(C2=CC=C(C=C12)C=1C=NN(C1C1=C(C#N)C(=CC(=C1F)Cl)N1CC(C1)(C)O)C)=O 2-(4-(4-(aminomethyl)-1-oxo-1,2-dihydrophthalazin-6-yl)-1-methyl-1H-pyrazol-5-yl)-4-chloro-3-fluoro-6-(3-hydroxy-3-methylazetidin-1-yl)benzonitrile